1,2,3,4-butanetetracarboxylic acid tetrakis(2-sec-butylcyclohexylamide) C(C)(CC)C1C(CCCC1)NC(=O)CC(C(CC(=O)NC1C(CCCC1)C(C)CC)C(=O)NC1C(CCCC1)C(C)CC)C(=O)NC1C(CCCC1)C(C)CC